(2,5-dimethylphenoxy)ethanol CC1=C(OC(C)O)C=C(C=C1)C